C(=O)(OCC1=CC=CC=C1)N[C@H](CC(C)C)C(=O)O Cbz-D-leucine